COC1=CC=C(C=C1)C1=CC2=C(N=C(N=C2)S(=O)(=O)C)N(C1)C 6-(4-methoxyphenyl)-8-methyl-2-(methylsulfonyl)pyrido[2,3-d]pyrimidin